(S)-2,2-difluoro-N-isopropyl-4-(4-methyl-5-oxocyclohex-3-en-1-yl)pent-4-enamide FC(C(=O)NC(C)C)(CC(=C)[C@H]1CC=C(C(C1)=O)C)F